4-allyl-2,6-dimethoxyanisole C(C=C)C1=CC(=C(C(=C1)OC)OC)OC